potassium myristate (tetradecanoate) C(CCCCCCCCCCCCC)(=O)[O-].C(CCCCCCCCCCCCC)(=O)O.[K+]